CC1=CC=C(C(=O)NC2=CC=C3C(=NC=NC3=C2)N2CCCCC2)C=C1 4-methyl-N-(4-(piperidin-1-yl)quinazolin-7-yl)benzamide